1-(2-chloro-4-((5-(2-methoxyethoxy)-2,3-dihydro-[1,4]dioxino[2,3-f]quinazolin-10-yl)amino)phenyl)-3-isopropylurea ClC1=C(C=CC(=C1)NC1=NC=NC2=CC(=C3C(=C12)OCCO3)OCCOC)NC(=O)NC(C)C